5-(2-ethoxy-3-pyridinyl)-1-isopropyl-3-methyl-N-[(5-methylisoxazol-3-yl)methyl]pyrazolo[4,3-b]pyridin-7-amine C(C)OC1=NC=CC=C1C1=CC(=C2C(=N1)C(=NN2C(C)C)C)NCC2=NOC(=C2)C